2-chloro-5-iodo-4-methoxy-7H-pyrrolo[2,3-d]pyrimidine ClC=1N=C(C2=C(N1)NC=C2I)OC